7-oxobicyclo[2.2.1]hept-2-ene-2,3-dicarboxylat O=C1C2C(=C(C1CC2)C(=O)[O-])C(=O)[O-]